N[C@@H](C(=O)O)CCNC(=O)OC(C)(C)C (R)-2-amino-4-((tert-butoxycarbonyl)amino)butanoic acid